C1(CCCC1)NC1=CC(=C2C(NC(=NC2=C1)CS[C@@H]1C[C@@H](N(CC1)C(=O)OC(C)(C)C)C(F)(F)F)=O)F tert-Butyl cis-4-(((7-(cyclopentylamino)-5-fluoro-4-oxo-3,4-dihydroquinazolin-2-yl)methyl)thio)-2-(trifluoromethyl)piperidine-1-carboxylate